C(C1=CC=CC=C1)N1CCC2(CC1)CCC(CC2)CCN2[C@@H](CCC2)CO (S)-(1-(2-(3-benzyl-3-azaspiro[5.5]undecan-9-yl)ethyl)pyrrolidin-2-yl)methanol